(1r,3s)-3-(aminomethyl)cyclopentan-1-ol NC[C@@H]1C[C@@H](CC1)O